N-((1H-indazol-6-yl)methyl)-N-(3-methoxybenzyl)-5-((2-((3-methoxybenzyl)oxy)ethoxy)methyl)pyridin-2-amine N1N=CC2=CC=C(C=C12)CN(C1=NC=C(C=C1)COCCOCC1=CC(=CC=C1)OC)CC1=CC(=CC=C1)OC